phenyl[2-(trimethylsilyl)phenyl]iodonium trifluoromethansulfonate FC(S(=O)(=O)[O-])(F)F.C1(=CC=CC=C1)[I+]C1=C(C=CC=C1)[Si](C)(C)C